F[P-](F)(F)(F)(F)F.N1CC(CCC1)=O Piperidin-3-one hexafluorophosphate salt